C(C)N1N=C(C2=C1C(NCC1(CCOCC1)C2)=O)C[C@H](COC(C2=CC(=CC=C2)S(=O)(=O)CC)=O)C 3-Ethylsulfonylbenzoic acid [(2R)-3-(1-ethyl-8-oxo-spiro[6,7-dihydro-4H-pyrazolo[3,4-c]azepin-5,4'-tetrahydropyran]-3-yl)-2-methyl-propyl] ester